4-methyl-2-(2-methylpropyl)oxane CC1CC(OCC1)CC(C)C